S(=O)(=O)(O)[O-].CN1C=[N+](C=C1)C 1,3-dimethylimidazolium hydrogen sulfate